tert-butyl 4-{[8-ethyl-6-(4,4,5,5-tetramethyl-1,3,2-dioxaborolan-2-yl)quinazolin-2-yl]amino}piperidine-1-carboxylate C(C)C=1C=C(C=C2C=NC(=NC12)NC1CCN(CC1)C(=O)OC(C)(C)C)B1OC(C(O1)(C)C)(C)C